N1OC(CCO1)N1C(C2(CCN(CC2)C(=O)OC(C)(C)C)C2=CC(=CC=C12)F)=O tert-butyl 1-(2,6-dioxapiperidin-3-yl)-5-fluoro-2-oxospiro[indoline-3,4'-piperidine]-1'-carboxylate